NC1=C2C(N(C(C2=CC=C1O)=O)C1C(N(C(CC1)=O)CCOC)=O)=O 4-amino-5-hydroxy-2-(1-(2-methoxyethyl)-2,6-dioxopiperidin-3-yl)isoindolin-1,3-dione